ClC1=NC(=CC(=C1C(=O)NC=1SC(=NN1)OCC1(COCC1)C)C1=CC=NC=C1OC)C chloro-5'-methoxy-6-methyl-N-(5-((3-methyltetrahydrofuran-3-yl)methoxy)-1,3,4-thiadiazol-2-yl)-(4,4'-bipyridine)-3-carboxamide